BrC=1C2=CN(N=C2C(=CC1)OC1CN(C1)C(=O)OC(C)(C)C)C tert-butyl 3-((4-bromo-2-methyl-2H-indazol-7-yl)oxy)azetidine-1-carboxylate